2-amino-3-methyl-6-(3-pyridylmethyl)benzimidazole-4-carbonitrile NC=1N(C2=C(N1)C=C(C=C2C#N)CC=2C=NC=CC2)C